NC1=C(C=CC(=C1)C(C)(C)C)O 2-Amino-4-tert-butylphenol